hydroxy-norbornene OC12C=CC(CC1)C2